[7-[[5-(hydroxymethyl)-2,2-dimethyl-1,3-dioxan-5-yl]methoxy]-7-oxo-heptyl] 2-butyloctanoate C(CCC)C(C(=O)OCCCCCCC(=O)OCC1(COC(OC1)(C)C)CO)CCCCCC